COC1=NN(C=C1C1N(CCCC1)CC1=CC=C(OC2=CC=C(C(=O)N)C=C2)C=C1)C 4-(4-{[2-(3-methoxy-1-methyl-1H-pyrazol-4-yl)piperidin-1-yl]Methyl}phenoxy)benzamide